FC=1C=C(C=C(C1)F)[C@@H]1CC=NN1C(=O)N1CC(C1)OC1=NC(=NC=C1F)C=1C(=NN(C1C)CC(=O)N)C (S)-2-(4-(4-((1-(5-(3,5-difluorophenyl)-4,5-dihydro-1H-pyrazole-1-carbonyl)azetidin-3-yl)oxy)-5-fluoropyrimidin-2-yl)-3,5-dimethyl-1H-pyrazol-1-yl)acetamide